4-((S)-2-((S)-2-acetylamino-3-phenylpropionylamino)-2-(4-ethylthiazol-2-yl)ethyl)phenylaminosulfonic acid C(C)(=O)N[C@H](C(=O)N[C@@H](CC1=CC=C(C=C1)NS(=O)(=O)O)C=1SC=C(N1)CC)CC1=CC=CC=C1